(trans-4-{[(dimethylamino)carbonyl]amino}-cyclohexyl)acetic acid CN(C(=O)N[C@@H]1CC[C@H](CC1)CC(=O)O)C